2-phenyl-4-(4-methoxyphenyl)-3H-1,5-benzodiazepine C1(=CC=CC=C1)C=1CC(=NC2=C(N1)C=CC=C2)C2=CC=C(C=C2)OC